3-mercapto-1-propyltriethoxysilane SCCC[Si](OCC)(OCC)OCC